5-bromo-6-(oxetan-3-ylmethoxy)picolinic acid methyl ester COC(C1=NC(=C(C=C1)Br)OCC1COC1)=O